N-trimethylsilylimidazole-1-sulfonamide C[Si](NS(=O)(=O)N1C=NC=C1)(C)C